O1CCN(CC1)C(CC[C@H](C(N[C@@H](CCCC1=CC=CC=C1)B1OC(C(O1)(C)C)(C)C)=O)NC(OC(C)(C)C)=O)=O tert-butyl ((R)-5-morpholino-1,5-dioxo-1-(((R)-4-phenyl-1-(4,4,5,5-tetramethyl-1,3,2-dioxaborolan-2-yl)butyl)amino) pentan-2-yl)carbamate